1-(4-fluorophenethyl)-3-(4-((7-methoxy-6-nitroquinazolin-4-yl)oxy)phenyl)urea FC1=CC=C(CCNC(=O)NC2=CC=C(C=C2)OC2=NC=NC3=CC(=C(C=C23)[N+](=O)[O-])OC)C=C1